5-(2-methoxypyridin-4-yl)-2-{3-[(3R,5S)-3-methyl-5-(propan-2-yl)piperazin-1-yl]-1,2,4-triazin-6-yl}phenol COC1=NC=CC(=C1)C=1C=CC(=C(C1)O)C1=CN=C(N=N1)N1C[C@H](N[C@H](C1)C(C)C)C